C(C)(=O)OC1C(NCC1O)CC1=CC=C(C=C1)OCC(=O)O 4-Hydroxy-2-(4-carboxymethyloxybenzyl)-pyrrolidin-3-yl acetate